3-((1-(4-(difluoromethyl)phenyl)-4-methyl-1H-1,2,3-triazol-5-yl)methoxy)-6-iodopyridazine FC(C1=CC=C(C=C1)N1N=NC(=C1COC=1N=NC(=CC1)I)C)F